C(CCC)S(=O)(=O)O.C(C)=NO ethanone oxime (1-butanesulfonate)